IC1(C=COC=CC2(CC(=CC(=C2)I)I)I)CC(=CC(=C1)I)I 1,3,5-triiodostyryl ether